Ethyl (1S,4r)-4-(4-((1-((tert-butoxycarbonyl)-L-alanyl)piperidin-4-yl)sulfonyl)piperazin-1-yl)cyclohexane-1-carboxylate C(C)(C)(C)OC(=O)N[C@@H](C)C(=O)N1CCC(CC1)S(=O)(=O)N1CCN(CC1)C1CCC(CC1)C(=O)OCC